C(CCCCC)OC=1C=C(C(=O)OC)C=C(C1OCCCCCC)OCCCCCC methyl 3,4,5-trihexyloxybenzoate